1-(4-(benzylamino)pyrrolo[2,1-f][1,2,4]triazin-2-yl)-N-cyclopropyl-2-methyl-1H-indole-4-carboxamide C(C1=CC=CC=C1)NC1=NC(=NN2C1=CC=C2)N2C(=CC=1C(=CC=CC21)C(=O)NC2CC2)C